NC1=NC(=C2C(=N1)N(N=C2)CC2=CC(=C(C=C2)N)C(F)(F)F)C2=NC=CC(=C2)C#N 2-[6-amino-1-[[4-amino-3-(trifluoromethyl)phenyl]methyl]pyrazolo[3,4-d]pyrimidine-4-yl]pyridine-4-carbonitrile